ClC=1C=C(C=CC1C(F)(F)F)NC(=O)N1CCC=2C=C[N+](=CC2C1)[O-] 7-((3-Chloro-4-(trifluoromethyl)phenyl)carbamoyl)-5,6,7,8-tetrahydro-2,7-naphthyridine 2-oxide